N-isopropyl-5-(quinazolin-6-yl)-7H-pyrrolo[2,3-d]pyrimidin-2-amine C(C)(C)NC=1N=CC2=C(N1)NC=C2C=2C=C1C=NC=NC1=CC2